C(C)OC(CCC1=C(C=CC=C1)OB(O)O)=O (2-(3-ethoxy-3-oxopropyl)phenyl)boric acid